CN(CC(=O)O)/C(=N/P(=O)([O-])[O-])/N.O.[Na+].[Na+] phosphocreatine disodium salt hydrate